5-(2-(4-(5-(difluoromethyl)-1,3,4-oxadiazol-2-yl)benzyl)-2H-tetrazol-5-yl)pyrimidin-2-amine FC(C1=NN=C(O1)C1=CC=C(CN2N=C(N=N2)C=2C=NC(=NC2)N)C=C1)F